C(CCC)C1=CC2=C(N=C(S2)NC(C2=C(C=CC=C2)C(F)(F)F)=O)C=C1 N-(6-butylbenzothiazol-2-yl)-2-(trifluoromethyl)benzamide